3,4-difluorobenzyl 4-{3-(cyanomethyl)-3-[4-(7H-pyrrolo[2,3-d]pyrimidin-4-yl)-1H-pyrazol-1-yl]azetidin-1-yl}piperidine-1-carboxylate C(#N)CC1(CN(C1)C1CCN(CC1)C(=O)OCC1=CC(=C(C=C1)F)F)N1N=CC(=C1)C=1C2=C(N=CN1)NC=C2